C1(=CC=C(C=C1)C1=NC(=NC(=N1)C1=CC=C(C=C1)Cl)C1=CC=CC=C1)C1=CC=CC=C1 2-(biphenyl-4-yl)-4-(4-chlorophenyl)-6-phenyl-1,3,5-triazine